C(C)C1=CC=C(C=C1)C(C#CC1=CC=CC=C1)=O 1-(4-ethylphenyl)-3-phenylprop-2-yn-1-one